C12C(CC(C(C1)CN)C2)CN bicyclo[2.2.1]heptane-2,5-dimethylamine